C1(CCC1)NC1=CC(=NC(=N1)C(C)(F)F)NC1=CC(=NC=C1OC(C([2H])([2H])[2H])([2H])[2H])NC(C)=O N-(4-((6-(cyclobutylamino)-2-(1,1-difluoroethyl)pyrimidin-4-yl)amino)-5-(ethoxy-d5)pyridin-2-yl)acetamide